4-ethyloxazole-5-carboxylic acid C(C)C=1N=COC1C(=O)O